ClC=1C=C(C=CC1)[C@@H](CO)NC(=O)C1=CN(C=C1)C1=NC(=NC=C1C)NC1CNCC1 N-((S)-1-(3-chlorophenyl)-2-hydroxyethyl)-1-(5-methyl-2-(pyrrolidin-3-ylamino)pyrimidin-4-yl)-1H-pyrrole-3-amide